C(=O)O.N[C@@H]1[C@@H](OCC12CCN(CC2)C2=NC=C(C(N2C)=O)SC2=C(C=1N(C=C2)N=CC1)Cl)C 2-((3S,4S)-4-amino-3-methyl-2-oxa-8-azaspiro[4.5]decan-8-yl)-5-((4-chloropyrazolo[1,5-a]pyridin-5-yl)thio)-3-methylpyrimidin-4(3H)-one formate